C(C1=CC=CC=C1)OC(=O)N1CCN(OCC1)C(=O)OC(C)(C)C 2-methylpropan-2-yl 5-[(benzyloxy)carbonyl]-1,2,5-oxadiazepane-2-carboxylate